1-pentyl-1H-benzo[d]imidazole-5-carboxylic acid C(CCCC)N1C=NC2=C1C=CC(=C2)C(=O)O